1-(4-vinylphenyl)acetone 6-((2-methoxy-2-oxoethyl)(methyl)amino)pyridin-2-yl-3-(2-chloro-4-fluorophenyl)propiolate COC(CN(C1=CC=CC(=N1)C=1C(=C(C=CC1F)C#CC(=O)O)Cl)C)=O.C(=C)C1=CC=C(C=C1)CC(=O)C